N-(1-methyl-3-(4-methyl-6-(2,2,2-trifluoro-1-hydroxyethyl)pyridin-3-yl)-2-oxo-1,2-dihydro-1,6-naphthyridin-7-yl)cyclopropanecarboxamide CN1C(C(=CC2=CN=C(C=C12)NC(=O)C1CC1)C=1C=NC(=CC1C)C(C(F)(F)F)O)=O